OC1=CC=C(C=C1)C(CO)O 1-(4-hydroxyphenyl)ethane-1,2-diol